(1R,4R,5S)-4-((3-(4-amino-8-methylpyrido[3,2-d]pyrimidin-6-yl)phenyl)ethynyl)-4-hydroxy-2-methyl-2-azabicyclo[3.1.0]hexan-3-one NC=1C2=C(N=CN1)C(=CC(=N2)C=2C=C(C=CC2)C#C[C@]2(C(N([C@@H]1C[C@H]21)C)=O)O)C